C(C)(C)NC=1C(=CC=CC1)N N-isopropyl-benzene-1,2-diamine